FC1=CC=C(C=C1C1=C(C=CC=C1)O)C[C@]1(C[C@H](CC1)NS(=O)(=O)C)C=1OC=C(N1)C([2H])([2H])O N-((1S,3R)-3-((6-fluoro-2'-hydroxy-[1,1'-biphenyl]-3-yl)methyl)-3-(4-(hydroxymethyl-d2)oxazol-2-yl)cyclopentyl)methanesulfonamide